4-(3-fluoro-1-(4-methoxybenzyl)-2-oxoindolin-3-yl)benzenesulfonamide FC1(C(N(C2=CC=CC=C12)CC1=CC=C(C=C1)OC)=O)C1=CC=C(C=C1)S(=O)(=O)N